ClC=1C=C(C=C(C1)Cl)C1(CC(=NO1)C1=CC(=C(C(=O)NC2=NN(C(=N2)COC)CC(F)F)C=C1)C)C(F)(F)F 4-(5-(3,5-dichlorophenyl)-5-(trifluoromethyl)-4,5-dihydroisoxazol-3-yl)-N-(1-(2,2-difluoroethyl)-5-(methoxymethyl)-1H-1,2,4-triazol-3-yl)-2-methylbenzamide